(E)-3-((3-((E)-4-((4-cyclopropylpiperazin-1-yl)methyl)styryl)-1H-indazol-6-yl)methylene)-4-phenylpyrrolidin-2-one C1(CC1)N1CCN(CC1)CC1=CC=C(/C=C/C2=NNC3=CC(=CC=C23)\C=C/2\C(NCC2C2=CC=CC=C2)=O)C=C1